Eicosanoyl-l-carnitine C(CCCCCCCCCCCCCCCCCCC)(=O)[C@](O)(C[N+](C)(C)C)CC([O-])=O